Cl.C(C1=CC=CC=C1)(OC)=N methyl benzimidate hydrochloride